N-(2-amino-2-methylpropyl)-6-(5,6-difluoro-1H-indol-2-yl)pyrazine-2-carboxamide NC(CNC(=O)C1=NC(=CN=C1)C=1NC2=CC(=C(C=C2C1)F)F)(C)C